1,1,2,3,3,3-hexafluoropropyl ethyl ether C(C)OC(C(C(F)(F)F)F)(F)F